NC1C[C@H]([C@H](C1)NC1=CC=2C(=NC=C(C2)C#N)N1S(=O)(=O)C1=CC=CC=C1)CC (((1S,2R)-4-amino-2-ethylcyclopentyl)amino)-1-(benzenesulfonyl)-1H-pyrrolo[2,3-b]pyridine-5-carbonitrile